COC(=O)C1=NC=2N(C=C1)C(=C(N2)C2=NC(=NN2)C(F)(F)F)C=2N=CNC2 3-(1H-imidazol-4-yl)-2-[3-(trifluoromethyl)-1H-1,2,4-triazol-5-yl]imidazo[1,2-a]pyrimidine-7-carboxylic acid methyl ester